ClC=1C(=CC(=C(C1)NC=1C2=C(N=CN1)C=CC(=N2)C2CNCCC2)F)F N-(5-chloro-2,4-difluorophenyl)-6-(piperidin-3-yl)pyrido[3,2-d]pyrimidin-4-amine